1-((7-(Cyclopropancarbonyl)-10-hydroxy-7-azaspiro[4.5]decan-10-yl)methyl)-N,N-dimethyl-6-oxo-4-phenyl-1,6-dihydropyridin-3-carboxamid C1(CC1)C(=O)N1CC2(CCCC2)C(CC1)(O)CN1C=C(C(=CC1=O)C1=CC=CC=C1)C(=O)N(C)C